N-[(1S)-2-[[3'-(2,6-difluorobenzoyl)spiro[1,3-dioxol-2,7'-4,5,6,8-tetrahydrocyclohepta[b]thiophen]-2'-yl]amino]-1-methyl-2-oxo-ethyl]carbamic acid benzyl ester C(C1=CC=CC=C1)OC(N[C@H](C(=O)NC1=C(C2=C(S1)CC1(CCC2)OC=CO1)C(C1=C(C=CC=C1F)F)=O)C)=O